(R)-1-(2-chlorophenyl)ethyl (5-(5-amino-3-fluoropyridin-2-yl)-3-methylisoxazol-4-yl)carbamate NC=1C=C(C(=NC1)C1=C(C(=NO1)C)NC(O[C@H](C)C1=C(C=CC=C1)Cl)=O)F